C(#C)C1=C(C=CC2=CC(NC(=C12)C1=C(C=2N=C(N=C(C2C=N1)N(C[C@H]1NCCCC1)C)N1CC2CCC(C1)N2C)F)=O)F 8-ethynyl-7-fluoro-1-(8-fluoro-4-(methyl(((S)-piperidin-2-yl)methyl)amino)-2-(8-methyl-3,8-diazabicyclo[3.2.1]octan-3-yl)pyrido[4,3-d]pyrimidin-7-yl)isoquinolin-3(2H)-one